FC1=C(C=CC(=C1)F)[C@H](C)NC(C(C)C=1C(NC2=CC=NC=C2C1C)=O)=O N-[(1S)-1-(2,4-Difluorophenyl)ethyl]-2-(4-methyl-2-oxo-1H-1,6-naphthyridin-3-yl)propanamide